N(=[N+]=[N-])CCN1C(=NC=C1)C1=NN2C(C(=N1)NC1=NC=CC(=C1)OC)=C(C(=C2)C2=NN(C=C2)C)C (1-(2-azidoethyl)-1H-imidazol-2-yl)-N-(4-methoxypyridin-2-yl)-5-methyl-6-(1-methyl-1H-pyrazol-3-yl)pyrrolo[2,1-f][1,2,4]triazin-4-amine